C(C1=CC=CC=C1)N1CC=2C(=C(N=C(C2CC1)N1CCN(CC1)C(=O)OC(C)(C)C)N1CCN(CC1)C)C#N tert-butyl 4-(6-benzyl-4-cyano-3-(4-methylpiperazin-1-yl)-5,6,7,8-tetrahydro-2,6-naphthyridin-1-yl)piperazine-1-carboxylate